OC=1C=C(C=CC1[N+](=O)[O-])N1CCC(CC1)CC(=O)OCC ethyl 2-[1-(3-hydroxy-4-nitro-phenyl)-4-piperidyl]acetate